tert-butyl-sulfimide C(C)(C)(C)S=N